CO[Si](OC)(OC)C(C(=O)OC=C)CCCCCCCCC vinyl trimethoxysilylundecanate